S=C1N=C(NN1)C(=O)O 2,5-dihydro-5-thioxo-1H-1,2,4-triazole-3-carboxylic acid